6-(Cyclopropanecarboxamido)-4-((2-methoxy-3-(5-(N-methylacetamido)pyrazin-2-yl)phenyl)amino)-N-(methyl-d3)pyridazine-3-carboxamide C1(CC1)C(=O)NC1=CC(=C(N=N1)C(=O)NC([2H])([2H])[2H])NC1=C(C(=CC=C1)C1=NC=C(N=C1)N(C(C)=O)C)OC